((S)-6,8-dichloro-1-methyl-3,4-dihydroisoquinolin-2(1H)-yl)((R)-4-oxa-7-azaspiro[2.5]octan-5-yl)methanone ClC=1C=C2CCN([C@H](C2=C(C1)Cl)C)C(=O)[C@@H]1OC2(CC2)CNC1